C(C)OC([C@@H](N(C1=CC=C(C=C1)F)C=1SC(=C(N1)Cl)C(=O)C1=NC(=NO1)C(C)(C)C)C)=O |r| Rac-N-[5-(3-tert-butyl-1,2,4-oxadiazole-5-carbonyl)-4-chloro-1,3-thiazol-2-yl]-N-(4-fluorophenyl)-alanine ethyl ester